(cis)-4-(6-bromo-4-nitropyridin-2-yl)-2,6-dimethylmorpholine BrC1=CC(=CC(=N1)N1C[C@H](O[C@H](C1)C)C)[N+](=O)[O-]